COC=1C=2N(C=C(C1)C=1C=NN(C1)C1CCN(CC1)C(=O)C1CCN(CC1)S(=O)(=O)C=C)N=CC2C#N 4-methoxy-6-(1-(1-(1-(vinylsulfonyl)piperidine-4-carbonyl)piperidin-4-yl)-1H-pyrazol-4-yl)pyrazolo[1,5-a]pyridine-3-carbonitrile